1-[5-[2,6-dioxopiperidin-3-yl]pyridin-2-yl]-4-hydroxypiperidine-4-carbaldehyde O=C1NC(CCC1C=1C=CC(=NC1)N1CCC(CC1)(C=O)O)=O